OC[C@@H]1CC[C@H](CC1)C(=O)O trans-4-(hydroxymethyl)cyclohexane-1-carboxylic acid